[1,2,4]Triazine-5-carboxylic acid ethyl ester C(C)OC(=O)C=1N=CN=NC1